7-(4-Piperidyl)-2-tetrahydropyran-4-yl-5H-pyrrolo[2,3-b]pyrazine N1CCC(CC1)C1=CNC2=NC=C(N=C21)C2CCOCC2